FC=1C=C(C=C2C(=C(C(=NC12)N1[C@@H](CN(CC1)CC1CCOCC1)C)C1=NC(=NO1)C)C)OC (R)-5-(8-fluoro-6-methoxy-4-methyl-2-(2-methyl-4-((tetrahydro-2H-pyran-4-yl)methyl)piperazin-1-yl)quinolin-3-yl)-3-methyl-1,2,4-oxadiazole